C(C)(C)OC(CCC1=C(C=CC=C1)OCCCC=CC1=CC(=CC=C1)NS(=O)(=O)C1=CC=CC=C1)=O 3-(2-((5-(3-(benzenesulfonylamino)phenyl)pent-4-en-1-yl)oxy)phenyl)propanoic acid isopropyl ester